(R)-4-((1,5-dimethyl-1H-pyrazol-4-yl)methyl)-1-methyl-N-(1-methylcyclopropyl)-5-oxo-1,2,4,5-tetrahydroimidazo[1,2-a]quinazoline-7-sulfonamide CN1N=CC(=C1C)CN1C=2N(C3=CC=C(C=C3C1=O)S(=O)(=O)NC1(CC1)C)[C@@H](CN2)C